S1C(=NC2=C1C=CC=C2)NC(=O)C=2C=CC=C1CCN(CC21)C2=CC=C(C(=N2)C(=O)OC(C)(C)C)C=2C(=C(OCC[C@H]1CN(CC1)CC(=O)O)C=CC2)C 2-[(3S)-3-[2-[3-[6-[8-(1,3-benzothiazol-2-ylcarbamoyl)-3,4-dihydro-1H-isoquinolin-2-yl]-2-tert-butoxycarbonyl-3-pyridyl]-2-methyl-phenoxy]ethyl]pyrrolidin-1-yl]acetic acid